tert-butyl (3S,4R)-3-fluoro-4-[(2-{3-[(4-methanesulfonyl-2-methoxyphenyl)amino]prop-1-yn-1-yl}-3-(2,2,2-trifluoroethyl)imidazo[1,2-a]pyridin-8-yl)amino]piperidine-1-carboxylate F[C@H]1CN(CC[C@H]1NC=1C=2N(C=CC1)C(=C(N2)C#CCNC2=C(C=C(C=C2)S(=O)(=O)C)OC)CC(F)(F)F)C(=O)OC(C)(C)C